OCC(C)(C)C1=NN(C(=C1C)NC(=O)N[C@@H]1CN(C[C@H]1C1=CC=CC=C1)CCOC)C1=CC=CC=C1 1-(3-(1-hydroxy-2-methylpropan-2-yl)-4-methyl-1-phenyl-1H-pyrazol-5-yl)-3-((3s,4r)-1-(2-methoxyethyl)-4-phenylpyrrolidin-3-yl)urea